methyl 3-(9-((4-(aminomethyl)-2-methylphenyl)carbamoyl)-4,5-dihydrobenzo[b]thieno[2,3-d]oxepin-8-yl)-6-(isobutylcarbamoyl)picolinate NCC1=CC(=C(C=C1)NC(=O)C1=CC2=C(OCCC3=C2SC=C3)C=C1C=1C(=NC(=CC1)C(NCC(C)C)=O)C(=O)OC)C